tert-butyl-4-((2-(difluoromethyl)-2H-tetrazol-5-yl)(phenyl)methyl)-4-hydroxypiperidine-1-carboxylate C(C)(C)(C)OC(=O)N1CCC(CC1)(O)C(C1=CC=CC=C1)C=1N=NN(N1)C(F)F